C(CCC)N(C(=O)C=1C=C(N(C1C)C)C=1C=C2CCN(CC2=CC1C(=O)N1CC2=CC=CC=C2C[C@H]1C)C(=O)N(C1=CC=CC=C1)C)C 6-{4-[butyl-(methyl)carbamoyl]-1,5-dimethyl-1H-pyrrol-2-yl}-N-methyl-7-{[(3R)-3-methyl-3,4-dihydroisoquinolin-2(1H)-yl]carbonyl}-N-phenyl-3,4-dihydroisoquinoline-2(1H)-carboxamide